N1(C=NC=C1)C=1C=C2C(=CC(N(C2=CC1)C)=O)NC1CCC(CC1)OCCOC 6-(1H-imidazol-1-yl)-4-(((1r,4r)-4-(2-methoxyethoxy)cyclohexyl)amino)-1-methylquinolin-2(1H)-one